N,N-dipropylsulfamic acid C(CC)N(S(O)(=O)=O)CCC